bis-aniline hydrochloride Cl.NC1=CC=CC=C1.NC1=CC=CC=C1